oxo-1',2',4,6-tetrahydro-1H-spiro[cyclopenta[b]pyrrole-5,3'-pyrrolo[2,3-b]pyridine]-2-carboxylic acid ethyl ester C(C)OC(=O)C1=CC2=C(N1)CC1(C(NC3=NC=CC=C31)=O)C2